[Br-].C(CCC)[PH2+]CCCC=C butyl(pent-4-en-1-yl)phosphonium bromide